1-chloro-2-methyl-3,4-dinitrobenzene ClC1=C(C(=C(C=C1)[N+](=O)[O-])[N+](=O)[O-])C